FCCNC1=NC(=CC(=C1)N1[C@@H]([C@H](C1)CS(=O)(=O)C)C)N1N=CC=2C(=NC(=CC21)C=2C=NC=CC2OC)C N-(2-Fluoroethyl)-6-(6-(4-methoxypyridin-3-yl)-4-methyl-1H-pyrazolo[4,3-c]pyridin-1-yl)-4-((2R,3S)-2-methyl-3-((methylsulfonyl)methyl)azetidin-1-yl)pyridin-2-amine